5-chloro-2-(3,4-dimethoxyphenyl)-3-isopropyl-6-methyl-1H-indole ClC=1C=C2C(=C(NC2=CC1C)C1=CC(=C(C=C1)OC)OC)C(C)C